ClC=1C=2N(C=NC1C=1C=NN(C1)C(C)OCC)N=C(N2)NC(C)C 8-Chloro-7-(1-(1-ethoxyethyl)-1H-pyrazol-4-yl)-N-isopropyl-[1,2,4]triazolo[1,5-c]pyrimidin-2-amine